1-(3-fluoro-4-(trifluoromethyl)phenyl)but-2-yn-1-one FC=1C=C(C=CC1C(F)(F)F)C(C#CC)=O